FC(CN1CCNCC1)(F)F 4-(2,2,2-trifluoroethyl)piperazine